NCC(CC1=CC=C(C2=C1N(C(O2)=O)COCC[Si](C)(C)C)C)N(C)C 3-amino-2-(dimethylamino)propyl-7-methyl-3-((2-(trimethylsilyl)ethoxy)methyl)benzo[d]oxazol-2(3H)-one